C1(=CC=CC2=CC=CC=C12)CC(=O)[O-].[Sm+3].C1(=CC=CC2=CC=CC=C12)CC(=O)[O-].C1(=CC=CC2=CC=CC=C12)CC(=O)[O-] samarium α-naphthylacetate